FC1=CC=C(C=C1)C(C#N)=C1CCN(CC1)C(=O)N1CC=2N(CC1)N=CN2 2-(4-fluorophenyl)-2-(1-(5,6,7,8-tetrahydro-[1,2,4]triazolo[1,5-a]pyrazine-7-carbonyl)piperidin-4-ylidene)acetonitrile